(R)-2-(3-(1,1,1-trifluoro-3-(4-methyl-4H-1,2,4-triazol-3-yl)propan-2-yl)phenyl)-4-(trifluoromethyl)isoindolin-1-one FC([C@H](CC1=NN=CN1C)C=1C=C(C=CC1)N1C(C2=CC=CC(=C2C1)C(F)(F)F)=O)(F)F